[Si](C)(C)(C(C)(C)C)OCCOC1=C(C=CC(=C1)Cl)C(C(N1CCC2=CC=C(C=C12)OC(F)(F)F)=O)NC=1C=C(OCCCC(=O)OC(C)(C)C)C=C(C1)OC tert-butyl 4-(3-((1-(2-(2-((tert-butyldimethylsilyl)oxy)ethoxy)-4-chlorophenyl)-2-oxo-2-(6-(trifluoromethoxy)indolin-1-yl)ethyl)amino)-5-methoxyphenoxy)butanoate